Acetic acid 1-((tert-butyldiphenylsilyl) oxy)-7-(4-methoxyphenyl)-5-oxohept-3-yl ester [Si](C1=CC=CC=C1)(C1=CC=CC=C1)(C(C)(C)C)OCCC(CC(CCC1=CC=C(C=C1)OC)=O)OC(C)=O